(RS)-4-Methoxy-N-(4-(morpholin-2-yl)-phenyl)-benzamid COC1=CC=C(C(=O)NC2=CC=C(C=C2)[C@@H]2CNCCO2)C=C1 |r|